NC1=C(C(=O)OC)C(=CC(=N1)Cl)NC1=C2N([C@H](C=3N(C2=CC=C1)N=C(N3)C)C)C methyl (S)-2-amino-6-chloro-4-((2,4,5-trimethyl-4,5-dihydro-[1,2,4]triazolo[1,5-a]quinoxalin-6-yl)amino)nicotinate